CN1C(N(C=2N=CN(C2C1=O)CCOC(=O)C=1C=NC=CC1)C)=O 3-((2-(1,3-dimethyl-2,6-dioxo-1,2,3,6-tetrahydro-7H-purin-7-yl)ethoxy)carbonyl)pyridin